1-(4-chloro-5-methoxypyridin-2-yl)-2,2-difluoroethyl trifluoromethanesulfonate FC(S(=O)(=O)OC(C(F)F)C1=NC=C(C(=C1)Cl)OC)(F)F